N(N)C(=O)C1=C(C=C(C=C1)NC([O-])=O)[N+](=O)[O-] 4-(hydrazinocarbonyl)-3-nitrophenylcarbamate